5-(2-amino-[1,2,4]triazolo[1,5-a]pyridin-7-yl)-2-methylnicotinic acid sodium salt [Na+].NC1=NN2C(C=C(C=C2)C=2C=NC(=C(C(=O)[O-])C2)C)=N1